oxo-aminopyrimidine O=NC1=NC=CC=N1